O1C(=NN=C1)C=1C=C(CN2CCN(CC2)C(=O)N2N=C(C=C2)NS(=O)(=O)C)C=CC1C(F)(F)F N-(1-(4-(3-(1,3,4-Oxadiazol-2-yl)-4-(trifluoromethyl)benzyl)piperazine-1-carbonyl)-1H-pyrazol-3-yl)methanesulfonamide